C1(CC1)C1(NC(=NC=C1C(F)(F)F)NC1=CC(=CC(=C1)NC1CCN(CC1)C)F)N 4-cyclopropyl-N2-(3-fluoro-5-((1-methylpiperidin-4-yl)amino)phenyl)-5-(trifluoromethyl)pyrimidine-2,4-diamine